COC(C1=CC(=CC(=C1)I)CO)=O.[N+](=O)([O-])C1=CC(=NC=C1)OC=1C=C(C=CC1)NC(=S)NC(=O)C=1OC=CC1 N-[(3-(4-nitropyridin-2-yloxy)phenyl)thiocarbamoyl]furan-2-carboxamide methyl-3-(hydroxymethyl)-5-iodobenzoate